N(=[N+]=[N-])CCCN 3-Azidopropylamine